FC1=CC=CC(=N1)CC=1C=NN(C1)C(=O)N[C@@H]1C(N(C2=C(OC1)C=CC(=C2)C#CC(C)(C2CCOCC2)C)C)=O (S)-4-((6-Fluoropyridin-2-yl)methyl)-N-(5-methyl-7-(3-methyl-3-(tetrahydro-2H-pyran-4-yl)but-1-yn-1-yl)-4-oxo-2,3,4,5-tetrahydrobenzo[b][1,4]oxazepin-3-yl)-1H-pyrazole-1-carboxamide